C1[C@@H]([C@H](O[C@H]1N2C3=C(C(=O)NC(=N3)N)NC2=O)COP(=O)([O-])OP(=O)([O-])OP(=O)([O-])[O-])O The molecule is a 2'-deoxyribonucleoside triphosphate oxoanion that is the tetraanion of 8-oxo-dGTP arising from deprotonation of the triphosphate OH groups. It is the major microspecies at pH 7.3 (according to Marvin v 6.2.0.). It is a conjugate base of an 8-oxo-dGTP(3-).